N-(5-amino-2-methylpyridin-3-yl)-2-(2-cyclopentylethoxy)quinoline-6-carboxamide NC=1C=C(C(=NC1)C)NC(=O)C=1C=C2C=CC(=NC2=CC1)OCCC1CCCC1